N-(4-(2-amino-3-(piperidin-4-ylethynyl)pyridine-4-yloxy)-3-fluorophenyl)-2-(4-fluorophenyl)-3-oxo-2,3-dihydropyridazine-4-carboxamide NC1=NC=CC(=C1C#CC1CCNCC1)OC1=C(C=C(C=C1)NC(=O)C=1C(N(N=CC1)C1=CC=C(C=C1)F)=O)F